N1=C(C=CC=C1)N1C(=C(C2=CC=CC=C12)C)C(C=C)O 1-(2-pyridyl)-2-(1-hydroxyallyl)-3-methylindole